5-bromo-3-fluoro-2-(oxetan-3-yl)pyridin-4-amine BrC=1C(=C(C(=NC1)C1COC1)F)N